FC1=C(C=C(C=C1)F)C1=CC=C(C=C1)CC(=O)N(C=1SC(=C(N1)C)[S@](=O)(=NC(=O)OC(C)(C)C)C)C (S)-2-(2',5'-Difluoro-[1,1'-biphenyl]-4-yl)-N-methyl-N-(4-methyl-5-(S-methyl-N-((1,1-dimethylethoxy)carbonyl)sulfonimidoyl)thiazol-2-yl)acetamide